F[SiH3] Fluoro-Silane